4-(morpholine-4-carbonyl)piperazine-1-carboxylic acid tert-butyl ester C(C)(C)(C)OC(=O)N1CCN(CC1)C(=O)N1CCOCC1